tert-Butyl 4-(4-(6-carbamoylimidazo[1,2-b]pyridazin-7-yl)phenyl)piperazine-1-carboxylate C(N)(=O)C=1C(=CC=2N(N1)C=CN2)C2=CC=C(C=C2)N2CCN(CC2)C(=O)OC(C)(C)C